N1(N=NC=C1)C1=CC=C(C=C1)N1C(N(C2=C1C=CC=C2)CC2CCC(CC2)NC(C2=C(N=CC(=C2)Cl)C)=O)=O N-((1r,4r)-4-((3-(4-(1H-1,2,3-triazol-1-yl)phenyl)-2-oxo-2,3-dihydro-1H-benzo[d]imidazol-1-yl)methyl)cyclohexyl)-5-chloro-2-methylnicotinamide